4-[3-[4-[7-(4-ethyl-1,2,4-triazol-3-yl)imidazo[1,5-a]pyridin-5-yl]oxyphenoxy]propyl]-1-methyl-piperazin-2-one C(C)N1C(=NN=C1)C1=CC=2N(C(=C1)OC1=CC=C(OCCCN3CC(N(CC3)C)=O)C=C1)C=NC2